C(C)S(=O)(=O)C1=C(C#N)C=CC(=N1)C1=NC=2N(C=C1)N=C(C2)C(F)(F)F (ethylsulfonyl)-6-(2-(trifluoromethyl)pyrazolo[1,5-a]Pyrimidin-5-yl)nicotinonitrile